3-[4-({5-[6-Cyclopropyl-5-(trifluoromethyl)pyridin-3-yl]-7-({[1-(methoxymethyl)cyclopentyl]methyl}(methyl)amino)-1H-imidazo[4,5-b]pyridin-2-yl}carbamoyl)-3-fluorophenyl]propanoic acid C1(CC1)C1=C(C=C(C=N1)C1=CC(=C2C(=N1)N=C(N2)NC(=O)C2=C(C=C(C=C2)CCC(=O)O)F)N(C)CC2(CCCC2)COC)C(F)(F)F